C(OC1=CC=C(C=C1)[N+](=O)[O-])([O-])=O.C(OC1=CC=C(C=C1)[N+](=O)[O-])([O-])=O bis(4-nitrophenyl) bis(carbonate)